tris[(indolophenoxathiinyl)phenyl]amine C1(=CC=CC=2OC3=CC=C4C(=C3SC12)C=1C=CC=CC1N4)C4=C(C=CC=C4)N(C4=C(C=CC=C4)C4=CC=CC=1OC2=CC=C3C(=C2SC41)C=4C=CC=CC4N3)C3=C(C=CC=C3)C3=CC=CC=4OC1=CC=C2C(=C1SC34)C=3C=CC=CC3N2